2-[2-Cyclopropyl-5-(ethylsulfonyl)-1-methyl-1H-imidazol-4-yl]-6,6,7,7-tetrafluoro-6,7-dihydro-1H-[1,4]dioxino[2,3-f]benzimidazole C1(CC1)C=1N(C(=C(N1)C1=NC2=C(N1)C=C1C(=C2)OC(C(O1)(F)F)(F)F)S(=O)(=O)CC)C